1-Benzyl N-[3-[(1S,4S)-5-[[1-[5-chloro-1-(2,6-dioxo-3-piperidyl)-3-methyl-2-oxo-benzimidazol-4-yl]-4-piperidyl]methyl]-2,5-diazabicyclo[2.2.1]heptan-2-yl]cyclobutyl]carbamate ClC1=C(C2=C(N(C(N2C)=O)C2C(NC(CC2)=O)=O)C=C1)N1CCC(CC1)CN1[C@@H]2CN([C@H](C1)C2)C2CC(C2)NC(OCC2=CC=CC=C2)=O